3-[benzyloxycarbonyl(methyl)amino]-4-(3,3-dimethylpyrrolidin-1-yl)-4-oxo-butanoic acid C(C1=CC=CC=C1)OC(=O)N(C(CC(=O)O)C(=O)N1CC(CC1)(C)C)C